CC1(OB(OC1(C)C)C1=CC=C(C=C1)N1CCN(CC1)C(=O)[O-])C 4-(4-(4,4,5,5-tetramethyl-1,3,2-dioxaborolan-2-yl)phenyl)piperazine-1-carboxylate